(7S)-7-tert-butyl-N-[(1R)-3-(dimethylamino)-1-[3-[[(3S)-1-methylpyrrolidin-3-yl]carbamoyl]phenyl]propyl]-5,6,7,8-tetrahydrothiazolo[5,4-b]quinoline-2-carboxamide C(C)(C)(C)[C@@H]1CC=2C=C3C(=NC2CC1)SC(=N3)C(=O)N[C@H](CCN(C)C)C3=CC(=CC=C3)C(N[C@@H]3CN(CC3)C)=O